(E)-N-(4-(4-amino-7-methyl-5-(4-(pyrrolidine-1-carbonyl)phenyl)-7H-pyrrolo[2,3-d]pyrimidin-6-yl)phenyl)-4-(dimethylamino)-2-methylbut-2-enamide NC=1C2=C(N=CN1)N(C(=C2C2=CC=C(C=C2)C(=O)N2CCCC2)C2=CC=C(C=C2)NC(\C(=C\CN(C)C)\C)=O)C